[Br-].C(CCCCCC)N1C=[N+](C=C1)C 1-heptyl-3-methyl-imidazolium bromide